(2R,4S)-1-(tert-Butoxycarbonyl)-4-(3,5-dimethoxybenzyl)pyrrolidine-2-carboxylic acid C(C)(C)(C)OC(=O)N1[C@H](C[C@@H](C1)CC1=CC(=CC(=C1)OC)OC)C(=O)O